3-mercaptopropane potassium [K].SCCC